4-(5-formyl-6-methoxy-isoindolin-2-yl)-4-oxo-butanoic acid ethyl ester C(C)OC(CCC(=O)N1CC2=CC(=C(C=C2C1)C=O)OC)=O